CC=1C(C(CCC1)(C)C)C=CC(C)=O 4-(2,6,6-trimethylcyclohex-2-en-1-yl)but-3-en-2-one